3-bromo-6-(methoxycarbonyl)pyridin BrC=1C=NC(=CC1)C(=O)OC